FC=1C=CC2=C(N=C(S2)C2CCN(CC2)C2=C(C(N(C3=CC=CC=C23)C)=O)C#N)C1 4-[4-(5-Fluoro-1,3-benzothiazol-2-yl)piperidin-1-yl]-1-methyl-2-oxo-1,2-dihydroquinoline-3-carbonitrile